BrC1=CC=C(C=C1)N1N=C(C(=N1)CO)C1=CC=C(C=C1)F (2-(4-bromophenyl)-5-(4-fluorophenyl)-2H-1,2,3-triazole-4-yl)methanol